3-(naphthalen-1-yl)-N-(4-(phenanthren-9-yl)phenyl)aniline C1(=CC=CC2=CC=CC=C12)C=1C=C(NC2=CC=C(C=C2)C=2C3=CC=CC=C3C=3C=CC=CC3C2)C=CC1